OCC[N+]1=CC=C(C=C1)CCO 1,4-bis(2-hydroxyethyl)pyridinium